n-eicosyl methyl ketone CC(=O)CCCCCCCCCCCCCCCCCCCC